N-methyl-3-amino-2-methylpropyltrimethoxysilane CNCC(C[Si](OC)(OC)OC)C